S1C2=C(C=C1)C(=CC=C2)N2CCN(CC2)CC[C@@H]2CC[C@H](CC2)NC(=O)C2(CC2)O N-(Trans-4-(2-(4-(benzo[b]thiophen-4-yl)piperazin-1-yl)ethyl)cyclohexyl)-1-hydroxycyclopropane-1-carboxamide